[(7R,9aR)-7-(4-chlorophenyl)-1,3,4,6,7,8,9,9a-octahydropyrido[1,2-a]pyrazin-2-yl]-(3-phenoxyphenyl)methanone ClC1=CC=C(C=C1)[C@H]1CC[C@H]2N(CCN(C2)C(=O)C2=CC(=CC=C2)OC2=CC=CC=C2)C1